3-(2-(benzyl(ethyl)amino)ethyl)-7-methyl-1H-indol-4-ol C(C1=CC=CC=C1)N(CCC1=CNC=2C(=CC=C(C12)O)C)CC